1-(benzylamino)-N-{4-[(5-cyanopyridin-2-yl)amino]cyclohexyl}-N-[4-(piperazin-1-yl)phenyl]methanamide C(C1=CC=CC=C1)NC(=O)N(C1=CC=C(C=C1)N1CCNCC1)C1CCC(CC1)NC1=NC=C(C=C1)C#N